N-[3-Fluoro-4-[(7-hydroxy-1,5-naphthyridin-4-yl)oxy]phenyl]-1-(4-fluorophenyl)-6-methyl-2-oxopyridine-3-carboxamide FC=1C=C(C=CC1OC1=CC=NC2=CC(=CN=C12)O)NC(=O)C=1C(N(C(=CC1)C)C1=CC=C(C=C1)F)=O